C(C1=CC=CC=C1)OC1=CC=C(C=C1)C=1C(=NN(N1)C1OCCCC1)C=O 4-(benzyloxy)phenyl-2-(tetrahydro-2H-pyran-2-yl)-2H-1,2,3-triazole-4-carbaldehyde